C(C)(C)(CC)N=[Ta](N(C)C)(N(C)C)N(C)C tertiary amyl-iminotris(dimethylamino)tantalum